F[P-](F)(F)(F)(F)F.[Mn+2].CN1CCN2CCN(CCN(CC1)CC2)C.F[P-](F)(F)(F)(F)F 4,10-dimethyl-1,4,7,10-tetraazabicyclo[5.5.2]tetradecane Manganese(II) Hexafluorophosphate